2,2-dioxo-1-(4-fluorobenzenesulfonyl)-3-phenyl-5-(4-toluenesulfonyl)-4,5-dihydrothieno[3,4-c]quinoline O=S1(C(=C2CN(C=3C=CC=CC3C2=C1S(=O)(=O)C1=CC=C(C=C1)F)S(=O)(=O)C1=CC=C(C)C=C1)C1=CC=CC=C1)=O